1-bromo-3-cyclopropylimidazo[1,5-a]pyrazine-8-amine BrC=1N=C(N2C1C(=NC=C2)N)C2CC2